COCC1=CN(C2=NC(=CC=C21)C(=O)[O-])C.[Li+].CN2C=NC=C2C2=NN1C(=NC=3C=CC=CC3C1=N2)N[C@H]2C(NCCCC2)=O (3R)-3-{[2-(1-methyl-1H-imidazol-5-yl)[1,2,4]triazolo[1,5-c]quinazolin-5-yl]amino}azepan-2-one lithium 3-(methoxymethyl)-1-methyl-1H-pyrrolo[2,3-b]pyridine-6-carboxylate